ethyl 5-amino-4-cyano-2-(3-methoxy-2,6-dimethyl-phenyl)-1H-pyrrole-3-carboxylate NC1=C(C(=C(N1)C1=C(C(=CC=C1C)OC)C)C(=O)OCC)C#N